ClC=1C=C(C=CC1F)NC(=O)C1=C2CC[C@@H](C2=C(C=C1)F)NC(=O)C=1SC=CN1 (S)-N-(4-((3-chloro-4-fluorophenyl)carbamoyl)-7-fluoro-2,3-dihydro-1H-inden-1-yl)thiazole-2-carboxamide